CC1=C(C=CC(=C1)C)NC(=O)C1=CC(=NC2=CC=CC=C12)C=1SC=CC1 N-(2,4-Dimethylphenyl)-2-(thiophen-2-yl)quinoline-4-carboxamide